FC=1C=C(C=CC1OC)C1=NOC(=C1)NC1=NC(=NC=C1)N1CCC(CC1)C 3-(3-fluoro-4-methoxyphenyl)-N-(2-(4-methylpiperidin-1-yl)pyrimidin-4-yl)isoxazol-5-amine